2-cyclopropyl-4-ethynylpyridine C1(CC1)C1=NC=CC(=C1)C#C